2-butoxy-7-(4-(((1r,5s)-8-ethyl-8-azabicyclo[3.2.1]oct-3-yl)oxy)-2-fluorobenzyl)imidazo[2,1-f][1,2,4]triazin-4-amine C(CCC)OC1=NN2C(C(=N1)N)=NC=C2CC2=C(C=C(C=C2)OC2C[C@H]1CC[C@@H](C2)N1CC)F